5-chloro-6-methylisoindoline-2-carboxylic acid tert-butyl ester C(C)(C)(C)OC(=O)N1CC2=CC(=C(C=C2C1)Cl)C